CC=1C=CC=C2C(=CNC12)C1=NC=C(C2=C1CNC2=O)NC2=NC=C(C=C2)N2CCN(CC2)C 4-(7-methyl-1H-indol-3-yl)-7-[[5-(4-methylpiperazin-1-yl)-2-pyridyl]amino]-2,3-dihydropyrrolo[3,4-c]pyridin-1-one